3-{[(1S)-2,2-difluorocyclopropyl]methoxy}-1-{1,4-dioxaspiro[4.5]decan-8-yl}-1H-pyrazole-4-carboxylic acid FC1([C@@H](C1)COC1=NN(C=C1C(=O)O)C1CCC2(OCCO2)CC1)F